8-(4-(6-((3S,4R)-4-(4-amino-5-chloro-2-methoxybenzamido)-3-methoxypiperidin-1-yl)hexanamido)piperidin-1-yl)octanoic acid ethyl ester C(C)OC(CCCCCCCN1CCC(CC1)NC(CCCCCN1C[C@@H]([C@@H](CC1)NC(C1=C(C=C(C(=C1)Cl)N)OC)=O)OC)=O)=O